BrC=1N=CN(C1C=1C(=NC=CC1)[N+](=O)[O-])C 3-(4-bromo-1-methyl-1H-imidazol-5-yl)-2-nitropyridine